FC1=CC(=CC2=C1N(C(=N2)NC2=CNC1=CC=C(C=C21)C)N(C)C)C(F)(F)F 7-fluoro-N1,N1-dimethyl-N2-(5-methyl-1H-indol-3-yl)-5-(trifluoromethyl)-1H-benzo[d]imidazole-1,2-diamine